[N+](=O)([O-])C1=C(C=CC=C1)C1=NOC(=C1C(=O)O)C 3-(2-Nitrophenyl)-5-methylisoxazole-4-carboxylic acid